ClC=1C(=C2C(=NC1)NC(=N2)C2=CC=C(C=C2)N2CC(N(CC2)CCOC)C)NC2CCN(CC2)C 6-Chloro-2-{4-[4-(2-methoxyethyl)-3-methylpiperazin-1-yl]phenyl}-N-(1-methylpiperidin-4-yl)-3H-imidazo[4,5-b]pyridin-7-amine